CC([C]1[CH][CH][CH][C]1P(C(C)(C)C)C(C)(C)C)P(C2=CC=CC=C2)C3=CC=CC=C3.[CH]1[CH][CH][CH][CH]1.[Fe] (1S)-1-[bis(1,1-dimethylethyl)phosphino]-2-[(1S)-1-(diphenylphosphino)ethyl]ferrocene